OCCC1(CCN(CC1)S(=O)(=O)C=1C=CC(=C(C1)C=1NC(C2=C(N1)C(=CN2CC)CCC)=O)OCCC)CCO 2-(5-((4,4-bis(2-hydroxyethyl)piperidin-1-yl)sulfonyl)-2-propoxyphenyl)-5-ethyl-7-propyl-3,5-dihydro-4H-pyrrolo[3,2-d]pyrimidin-4-one